NCCC=1C=NC(=NC1)C1=C(C=C(C#N)C=C1)OC=1N(N=CC1)C 4-[5-(2-aminoethyl)pyrimidin-2-yl]-3-(2-methylpyrazol-3-yl)oxybenzonitrile